C1(=CC=C(C=C1)[SH+]C1=CC=C(C=C1)C)C di(p-tolyl)sulfonium